Methoxyaniline CCOC1=CC=CC(=C1)N